C(CCCCC)([O-])[O-] hexanediolAt